5-hydroxy-2-(methoxycarbonyl)benzoic acid OC=1C=CC(=C(C(=O)O)C1)C(=O)OC